FC1=C(C=CC(=C1F)C#CC1=CC=C(C=C1)OCCCCCCCCCCCC)C=1OC2=C(N1)C=C(C=C2)C 2-(2,3-difluoro-4-((4-(dodecyloxy)phenyl)ethynyl)phenyl)-5-methylbenzoxazole